(2,4,5-trifluoro-3-methoxyphenyl)thiophene-2-carboxylic acid tert-butyl ester C(C)(C)(C)OC(=O)C=1SC=CC1C1=C(C(=C(C(=C1)F)F)OC)F